C(CCC)OCCO ethylenglycol monobutyl ether